4-(((3'-bromo-6',7'-dihydrospiro[cyclobutane-1,5'-cyclopenta[d]pyrazolo[1,5-a]pyrimidine]-8'-yl)amino)methyl)benzenesulfonamide BrC=1C=NN2C1N=C1C(=C2NCC2=CC=C(C=C2)S(=O)(=O)N)CCC12CCC2